CN1C(N=C(C2=CC(=C(C=C12)OC1CCOCC1)C#N)N1CCOCC2=C1C=CC=C2C#CC2(CC2)C(F)(F)F)=O 1-methyl-2-oxo-7-((tetrahydro-2H-pyran-4-yl)oxy)-4-(6-((1-(trifluoromethyl)cyclopropyl)ethynyl)-2,3-dihydrobenzo[e][1,4]oxazepin-1(5H)-yl)-1,2-dihydroquinazoline-6-carbonitrile